N(=C=O)CCCCCCN1C(N(C(N(C1=O)CCCCCCN=C=O)=O)CCCCCCN=C=O)=O 1,3,5-tris(6-isocyanatohexane-1-yl)-1,3,5-triazine-2,4,6(1h,3h,5h)-trione